(4-hydroxy-2,2-dimethyl-piperidin-1-yl)-methanone OC1CC(N(CC1)C=O)(C)C